(R)-1-(4-((1-(3-(difluoromethyl)-2-fluorophenyl)ethyl)amino)-2-methyl-7-((oxetan-3-ylmethyl)amino)pyrido[2,3-d]pyrimidin-6-yl)cyclopropane-1-carbonitrile FC(C=1C(=C(C=CC1)[C@@H](C)NC=1C2=C(N=C(N1)C)N=C(C(=C2)C2(CC2)C#N)NCC2COC2)F)F